1-bromo-6-chloro-2-naphthalenealdehyde BrC1=C(C=CC2=CC(=CC=C12)Cl)C=O